[Br-].[Br-].[O-]CC.[O-]CC.[Zr+4] zirconium diethoxide dibromide